ClC=1C=C2C(=NC(=NC2=C(C1C=1C(=CC=C2C=NN(C12)C)C)F)N1CC(C1)N(C)C)N1[C@H](CN([C@@H](C1)C)S(=O)(=O)C=C)C 1-(6-chloro-7-(1,6-dimethyl-1H-indazol-7-yl)-4-((2S,5R)-2,5-dimethyl-4-(vinylsulfonyl)piperazin-1-yl)-8-fluoroquinazolin-2-yl)-N,N-dimethylazetidin-3-amine